heptan-2-amine hydrochloride Cl.CC(CCCCC)N